C(C)(C)(C)OC(=O)N1C2(CNCC1CC2)COS(=O)(=O)C ((methylsulfonyloxy)methyl)-3,8-diazabicyclo[3.2.1]octane-8-carboxylic acid tert-Butyl ester